C[Si](CCOCN1C=CC2=C1N=CN=C2NC2CCC(CC2)CS(=O)(=O)O)(C)C.BrC2=C(CC1=C(O[Si](C)(C)C(C)(C)C)C=CC=C1)C=CC=C2 (2-(2-bromobenzyl)phenoxy)(tert-butyl)dimethylsilane (1R,4R)-4-((7-((2-(trimethylsilyl)ethoxy)methyl)-7H-pyrrolo[2,3-d]pyrimidin-4-yl)amino)cyclohexyl-methanesulfonate